CC1=C(C=NN1)C1=CC=C2C(=N1)SC(=N2)NC2=NC=CC(=C2)CN2CCN(CC2)S(=O)(=O)C 5-(5-methyl-1H-pyrazol-4-yl)-N-(4-((4-(methylsulfonyl)piperazin-1-yl)methyl)pyridin-2-yl)thiazolo[5,4-b]pyridin-2-amine